FC(C=1C=C(C=CC1)C1=CC=CO1)(F)F 5-[3-(trifluoromethyl)phenyl]furan